2,5-dioxopyrrolidin-1-yl 2-(methylthio)benzo[d]thiazole-6-carboxylate CSC=1SC2=C(N1)C=CC(=C2)C(=O)ON2C(CCC2=O)=O